2-cyclohexyl-1H-pyrrole C1(CCCCC1)C=1NC=CC1